CN1S(N(C=C(C1C1=CC=CC=C1)C(=O)OCC)CCCC#C)(=O)=O Ethyl 2-methyl-6-(pent-4-yn-1-yl)-3-phenyl-3,6-dihydro-2H-1,2,6-thiadiazine-4-carboxylate 1,1-dioxide